OC(C)(C)C1=CC=C(C(=O)N)C=C1 4-(2-hydroxypropan-2-yl)benzamide